5-methyluridine-5'-triphosphate P(O)(=O)(OP(=O)(O)OP(=O)(O)O)OC[C@@H]1[C@H]([C@H]([C@@H](O1)N1C(=O)NC(=O)C(=C1)C)O)O